C(C=1C(C(=O)O)=CC=CC1)(=O)N[C@@H](C1=CC=CC=C1)C(=O)O N-phthaloyl-(S)-phenylglycine